ethyl 2,2,5,6-tetramethylcyclohexane-1-carboxylate CC1(C(C(C(CC1)C)C)C(=O)OCC)C